tert-butyl 7-((S)-1-(benzyloxy)-3-methyl-1-oxobutan-2-yl)-2,7-diazaspiro[4.4]nonane-2-carboxylate C(C1=CC=CC=C1)OC([C@H](C(C)C)N1CC2(CCN(C2)C(=O)OC(C)(C)C)CC1)=O